CC[C@H](CC[C@@H](C)[C@H]1CC[C@H]2C=3C=CC4=CC=CC[C@]4(C)C3CC[C@]12C)C(C)C 2,4,6,8-stigmasttetraene